3-(thiophen-3-yl)propiolic acid S1C=C(C=C1)C#CC(=O)O